5-(piperidin-4-ylamino)pyridinecarbonitrile 3HCl Cl.Cl.Cl.N1CCC(CC1)NC=1C=CC(=NC1)C#N